CC1(CC1)NC(C(=O)N1[C@@H]([C@@H]2[C@H](C1)CCC2)C(=O)N[C@@H](C[C@H]2C(NCC2)=O)C(COC(F)(F)F)=O)=O (1S,3aR,6aS)-2-(2-((1-methylcyclopropyl)-amino)-2-oxoacetyl)-N-((S)-3-oxo-1-((S)-2-oxopyrrolidin-3-yl)-4-(trifluoromethoxy)butan-2-yl)octahydrocyclopenta[c]pyrrole-1-carboxamide